(1r,4r)-4-(((2,2,2-trifluoroethyl)amino)methyl)cyclohexan-1-amine FC(CNCC1CCC(CC1)N)(F)F